3-benzyl-1-(trans-4-((5-cyanopyridin-2-yl)amino)cyclohexyl)-1-(4-(1-methyl-1H-pyrazol-4-yl)phenyl)urea C(C1=CC=CC=C1)NC(N(C1=CC=C(C=C1)C=1C=NN(C1)C)[C@@H]1CC[C@H](CC1)NC1=NC=C(C=C1)C#N)=O